5-chloro-N-(1-(2-methoxyethyl)-1H-pyrazol-4-yl)-4-(3-phenylisoxazolidin-2-yl)pyrimidin-2-amine ClC=1C(=NC(=NC1)NC=1C=NN(C1)CCOC)N1OCCC1C1=CC=CC=C1